(3,5-difluoro-4-{(3R*,4S*)-4-[3-(4-fluorophenyl)-ureido]-5-oxo-pyrrolidin-3-yl}-phenyl)(methyl)-carbamic acid tert-butyl ester C(C)(C)(C)OC(N(C)C1=CC(=C(C(=C1)F)[C@@H]1CNC([C@H]1NC(=O)NC1=CC=C(C=C1)F)=O)F)=O |o1:15,19|